6-bromooctyl-hexanoic acid BrC(CCCCCC(C(=O)O)CCCC)CC